4-(1-((4,4-difluorocyclohexyl)methyl)-4-methyl-3-(trifluoromethyl)-1H-pyrazole-5-carboxamido)picolinamide FC1(CCC(CC1)CN1N=C(C(=C1C(=O)NC1=CC(=NC=C1)C(=O)N)C)C(F)(F)F)F